FC1=NC(=CC=C1C(=O)NNC(OCCCC)=O)F butyl N-[(2,6-difluoropyridine-3-carbonyl)amino]carbamate